F[C@H]1CN(CC[C@H]1NC1=CC=CC=2N1N=C(C2SC(F)(F)F)C#CCNC=2C(=CC(=NC2)C(=O)NC)OC)C 5-[3-[7-[[(3S,4R)-3-fluoro-1-methyl-4-piperidyl]amino]-3-(trifluoromethylsulfanyl)pyrazolo[1,5-a]pyridin-2-yl]prop-2-ynylamino]-4-methoxy-N-methyl-pyridine-2-carboxamide